C(C)C1=C(N=C(C(=N1)C(=O)N)NC1=CC(=C(C=C1)N1CCC(CC1)N1CCN(CC1)C)OC)NC1CCOCC1 6-Ethyl-3-[3-methoxy-4-[4-(4-methylpiperazin-1-yl)piperidin-1-yl]anilino]-5-(oxane-4-ylamino)pyrazine-2-carboxamide